butyl-2,7-diazaspiro[3.5]nonane-2-carboxylate C(CCC)OC(=O)N1CC2(C1)CCNCC2